O[C@H](C)[C@@]1(N(CCC1)C(=O)C1=CC(=C2N1CCC1=CC(=C(C=C21)C(=O)NC=2C(N(C=CC2)C)=O)OC)C=2SC=CC2)C 3-[(2R)-2-[(1R)-1-hydroxyethyl]-2-methyl-pyrrolidine-1-carbonyl]-8-methoxy-N-(1-methyl-2-oxo-3-pyridyl)-1-(2-thienyl)-5,6-dihydropyrrolo[2,1-a]isoquinoline-9-carboxamide